C(C)(C)(C)[Si](C)(C)OCC[C@H](C)OC1=CC(=NC=C1C=1C(=NN(C1)C)OCC)Cl tert-butyl-[(3S)-3-[[2-chloro-5-(3-ethoxy-1-methyl-pyrazol-4-yl)-4-pyridyl]oxy]butoxy]-dimethyl-silane